chromium pyrrolide [N-]1C=CC=C1.[Cr+3].[N-]1C=CC=C1.[N-]1C=CC=C1